(4R)-4-[3-Oxo-3-[3-[4-(trifluoro-methylsulfonyl)phenyl]azetidin-1-yl]propyl]oxazolidin-2-one O=C(CC[C@H]1NC(OC1)=O)N1CC(C1)C1=CC=C(C=C1)S(=O)(=O)C(F)(F)F